NC=1C(=C(C=C2C=C(N=CC12)NC(=S)C1C(C1)F)C=1N(C=CC1)C)F N-(8-amino-7-fluoro-6-(1-methyl-1H-pyrrole-2-yl)isoquinolin-3-yl)-2-fluorocyclopropan-1-carbothioamide